5-chloro-7-methyl-12-oxa-3-thia-6-azatricyclo[6.4.1.04,13]trideca-1,4(13),5,7-tetraene-9,10-diol ClC=1C=2SC=C3OCC(C(C(=C(N1)C)C32)O)O